OC=1C=C(C(=O)OC=2C=C(C(=O)OC=3C=C(C(=O)OC4CCCCC4)C=C(C3O)O)C=C(C2O)O)C=C(C1O)OC(C1=CC(=C(C(=C1)O)O)O)=O cyclohexyl 3-((3-((3,4-dihydroxy-5-((3,4,5-trihydroxybenzoyl) oxy) benzoyl) oxy)-4,5-dihydroxybenzoyl) oxy)-4,5-dihydroxybenzoate